2-(2-(1,3-Dioxolan-2-yl)phenyl)acetonitrile O1C(OCC1)C1=C(C=CC=C1)CC#N